C(C)C=1N=C(C2=C(N1)SC(=C2)CC)NCCCC2=CC=CC=C2 2,6-diethyl-N-(3-phenylpropyl)thieno[2,3-d]pyrimidin-4-amine